1-(2-{[2-(1-benzothiophen-3-yl)-9-(propan-2-yl)-9H-purin-6-yl]amino}ethyl)imidazolidin-2-one S1C=C(C2=C1C=CC=C2)C2=NC(=C1N=CN(C1=N2)C(C)C)NCCN2C(NCC2)=O